1-(4-(2-(2,6-dimethylpyridin-4-yl)-3-isopropyl-1H-indol-5-yl)piperidin-1-yl)-2-(pent-3-ylamino)ethan-1-one methyl-5-bromo-6-(trifluoromethyl)nicotinate COC(C1=CN=C(C(=C1)Br)C(F)(F)F)=O.CC1=NC(=CC(=C1)C=1NC2=CC=C(C=C2C1C(C)C)C1CCN(CC1)C(CNC(CC)CC)=O)C